3-[[4-(2,6-Dimethylphenyl)-6-[(2R)-2-(1-isoquinolylmethylamino)-4,4-dimethyl-pentoxy]pyrimidin-2-yl]sulfamoyl]benzoic acid CC1=C(C(=CC=C1)C)C1=NC(=NC(=C1)OC[C@@H](CC(C)(C)C)NCC1=NC=CC2=CC=CC=C12)NS(=O)(=O)C=1C=C(C(=O)O)C=CC1